C1(=CC=CC=C1)C1=C(OCCC(C(=O)O)=C)C=CC=C1.C(C=C)(=O)OCCOC1=C(C=CC=C1)C1=CC=CC=C1 o-phenylphenoxyethyl acrylate (o-phenylphenoxyethyl acrylate)